3-(4-hexyl-2-(4-(trifluoromethyl)phenyl)thiazol-5-yl)-1-(4-((1-hydroxy-2-methylpropan-2-yl)oxy)-3-methylphenyl)propan-1-ol C(CCCCC)C=1N=C(SC1CCC(O)C1=CC(=C(C=C1)OC(CO)(C)C)C)C1=CC=C(C=C1)C(F)(F)F